CC1(CC(N(CCC1)S(=O)(=O)C1=CC=C(C)C=C1)C=CC1=CC=C(C=C1)C(F)(F)F)C 4,4-dimethyl-1-tosyl-2-(4-(trifluoromethyl)styryl)azepane